Hydroxypivalic acid OCC(C(=O)O)(C)C